CC1=NC(=NC(=C1C)OC1=CC=CC=C1)NS(=O)(=O)C1=CC=CC=C1 N-(4,5-dimethyl-6-phenoxy-pyrimidin-2-yl)benzenesulfonamide